N-[2-(1-methylpropoxy)ethyl]acrylamide CC(CC)OCCNC(C=C)=O